(2-((5-chloro-2-((2-methoxy-4-(4-(piperazin-1-yl)piperidin-1-yl)phenyl)amino)pyrimidin-4-yl)amino)phenyl)dimethylphosphine oxide ClC=1C(=NC(=NC1)NC1=C(C=C(C=C1)N1CCC(CC1)N1CCNCC1)OC)NC1=C(C=CC=C1)P(C)(C)=O